C1(CC1)NC(C1=C(C=C(C(=C1)C1=NC(=C(N=C1)N[C@H](CO)C)C=1C=NN(C1)C)C)F)=O (S)-N-cyclopropyl-2-fluoro-5-(5-((1-hydroxypropan-2-yl)amino)-6-(1-methyl-1H-pyrazol-4-yl)pyrazin-2-yl)-4-methylbenzamide